2-((1-(methylsulfonyl)piperidin-4-yl)methoxy)-5-vinylnicotinonitrile CS(=O)(=O)N1CCC(CC1)COC1=C(C#N)C=C(C=N1)C=C